Sodium (2S,5R)-2-(1,1-difluoro ethyl)-7-oxo-1,6-diazabicyclo[3.2.1]octan-6-yl sulfate S(=O)(=O)(ON1[C@@H]2CC[C@H](N(C1=O)C2)C(C)(F)F)[O-].[Na+]